6-chloro-N-ethyl-4-methyl-4-(phenyl-d5)-4H-3,1-benzoxazin-2-amine ClC=1C=CC2=C(C(OC(=N2)NCC)(C2=C(C(=C(C(=C2[2H])[2H])[2H])[2H])[2H])C)C1